N-(4-(3-amino-7-(1-methyl-1H-imidazol-4-yl)-1H-pyrazolo[4,3-c]pyridin-4-yl)benzyl)-5-fluoro-2-methoxybenzamide NC1=NNC2=C1C(=NC=C2C=2N=CN(C2)C)C2=CC=C(CNC(C1=C(C=CC(=C1)F)OC)=O)C=C2